C(C1=CC=CC=C1)C1=NC(=NN1)C(=O)N[C@@H]1C(N(C2=C(OC1)C=CC(=C2)N2CC1(CC2)CCOCC1)C)=O (S)-5-benzyl-N-(5-methyl-4-oxo-7-(8-oxa-2-azaspiro[4.5]decan-2-yl)-2,3,4,5-tetrahydrobenzo[b][1,4]oxaazepin-3-yl)-1H-1,2,4-triazole-3-carboxamide